3-amino-6-(5-(1,1-difluoro-2,3-dihydroxypropan-2-yl)-2-methylphenyl)-N-(4-hydroxybicyclo[2.2.1]hept-1-yl)pyrazine-2-carboxamide NC=1C(=NC(=CN1)C1=C(C=CC(=C1)C(C(F)F)(CO)O)C)C(=O)NC12CCC(CC1)(C2)O